C(C)(CC)C1=C(C=CC=C1)O 2-sec-butyl-phenol